COC1=NC=C(C(=N1)OC)C=1C=C(C=2N(N1)C=CN2)N2C[C@@H](C(C2)(F)F)O (S)-1-(6-(2,4-dimethoxypyrimidin-5-yl)imidazo[1,2-b]pyridazin-8-yl)-4,4-difluoropyrrolidin-3-ol